C[C@]1(CC2(O[C@@H]([C@H](O2)C2=CC=CC=C2)C2=CC=CC=C2)CCC1)NC=O ((2R,3R,7S)-7-methyl-2,3-diphenyl-1,4-dioxaspiro[4.5]decane-7-yl)-formamide